[4-(4-aminopiperidine-1-carbonyl)piperazin-1-yl]-[2-chloro-4-[[3-[3-(trifluoromethyl)-1H-pyrazol-4-yl]imidazo[1,2-a]pyrazin-8-yl]amino]phenyl]methanone NC1CCN(CC1)C(=O)N1CCN(CC1)C(=O)C1=C(C=C(C=C1)NC=1C=2N(C=CN1)C(=CN2)C=2C(=NNC2)C(F)(F)F)Cl